N-(3-cyano-4-methyl-1H-indol-7-yl)-2-methyl-thiazole-5-sulfonamide C(#N)C1=CNC2=C(C=CC(=C12)C)NS(=O)(=O)C1=CN=C(S1)C